C(C)(C)(C)OC(=O)N1CC2=CC(=CC=C2CC1)OCC=1C=NC=CC1 7-(pyridin-3-ylmethoxy)-3,4-dihydroisoquinoline-2(1H)-carboxylic acid tert-butyl ester